2-methyl-2-(2-methyl-4-((5-oxo-4-(4-(trifluoromethoxy)phenyl)-4,5-dihydro-1H-1,2,4-triazol-1-yl)methyl)-6-(trifluoromethyl)phenoxy)propanoic acid CC(C(=O)O)(C)OC1=C(C=C(C=C1C(F)(F)F)CN1N=CN(C1=O)C1=CC=C(C=C1)OC(F)(F)F)C